C(C)(C)(C)OC(NC1=CC=CC=2N=C(SC21)C2=C1N=CC(=NC1=CC(=C2)C)OC(F)F)=O (2-(2-(difluoromethoxy)-7-methylquinoxalin-5-yl)benzo[d]thiazol-7-yl)carbamic acid tert-butyl ester